[K+].[K+].N(C1=CC=CC=C1)C1=CC=C(C=2C=CC=C(C12)S(=O)(=O)[O-])C1=CC=C(C=2C(=CC=CC12)S(=O)(=O)[O-])NC1=CC=CC=C1 4,4'-dianilino-1,1'-binaphthyl-5,5'-disulfonic acid dipotassium salt